pentafluorophenyl 7-(tert-butyl)-2-oxo-1,2-dihydroquinoline-3-carboxylate C(C)(C)(C)C1=CC=C2C=C(C(NC2=C1)=O)C(=O)OC1=C(C(=C(C(=C1F)F)F)F)F